1,4-butylene glycol bis(4-aminobenzoate) NC1=CC=C(C(=O)OCCCCOC(C2=CC=C(C=C2)N)=O)C=C1